(E)-1-chloro-2,3,3,4,4,5,5-heptafluoro-1-pentene Cl\C=C(/C(C(C(F)F)(F)F)(F)F)\F